CS(=O)(=O)C1=CC=C(C=C1)NCC#CC=1N(C2=CC=CC(=C2C1)NC1CCN(CC1)C[C@@H](CO)O)CC(F)(F)F (2S)-3-{4-[(2-{3-[(4-methanesulfonyl-phenyl)amino]prop-1-yn-1-yl}-1-(2,2,2-trifluoroethyl)-1H-indol-4-yl)amino]piperidin-1-yl}propane-1,2-diol